C1(=C(C=CC=C1)C1=C([Se]C2=C1C=CC=C2)C2=NN=NC(=C2C2=C(C=CC=C2)C2=CC=CC=C2)C2=CC=CC=C2)C2=CC=CC=C2 biphenylyl[phenyl(biphenylyl)triazinyl]benzoselenophen